3-(diisopropylaminophosphoryl)propionitrile C(C)(C)N(P(=O)=CCC#N)C(C)C